NC1=C(C(=NC=2N1N=C(C2C(C)C)C)NCCC2=NC(=CC=C2)C)C#N 7-amino-3-(isopropyl)-2-methyl-5-((2-(6-methylpyridin-2-yl)ethyl)amino)pyrazolo[1,5-a]pyrimidine-6-carbonitrile